dimethylmethoxy-3-(2-aminoethylthio)propyl-silane C[Si](CCCSCCN)(OC)C